BrC=1C=C(C=CC1)[C@H]1NC[C@@H](CC1)C (2S,5R)-2-(3-bromophenyl)-5-methyl-piperidine